tert-butyl (2-(4-(phenylamino)piperidin-1-yl)ethyl)carbamate C1(=CC=CC=C1)NC1CCN(CC1)CCNC(OC(C)(C)C)=O